OC1CC(C1)CN(CCCCCCCCN(C(CCCCCCCCC)=O)CCCCCCCCCC)CCCCCCCCN(C(CCCCCCCCC)=O)CCCCCCCCCC N,N'-(((((1S,3S)-3-hydroxycyclobutyl)methyl)azanediyl)bis(octane-8,1-diyl))bis(N-decyldecanamide)